S1C(=CC=C1)C1CC1 2-(thiophen-2-yl)cyclopropane